C(C)(C)(C)OC(=O)N1C[C@@H]2COC3=C(CN2CC1)C=C(C(=C3Cl)C3=C(C(=CC=C3OC)F)F)F.FC=3C(=C(C(NC3)=O)C3=CC=CC=C3)F difluorophenyl-pyridone tert-butyl-(12aR)-10-chloro-9-(2,3-difluoro-6-methoxyphenyl)-8-fluoro-3,4,12,12a-tetrahydro-6H-pyrazino[2,1-c][1,4]benzoxazepine-2(1H)-carboxylate